[3-fluoro-5-(2-fluoroethoxy)-6-methoxy-2-pyridyl]amine FC=1C(=NC(=C(C1)OCCF)OC)N